COC1=CC=C(C(=O)NC2=CC=C(C=C2)[C@@H]2CNCCC2)C=C1 |r| (RS)-4-Methoxy-N-(4-(piperidin-3-yl)phenyl)benzamide